O=C1OC2=CC=CC=C2C=C1C(=O)OCCCCSC1=CC(=NC2=CC=CC=C12)C1=CC=CC=C1 4-((2-phenylquinolin-4-yl)thio)butyl 2-oxo-2H-chromene-3-carboxylate